4-(pyridin-4-ylmethoxy)aniline N1=CC=C(C=C1)COC1=CC=C(N)C=C1